ClC=1C=C(C=NC=2C=C(C(=O)O)C=CC2)C=C(C1)OC(C(C)C)=O 3-(3-chloro-5-(isobutyryloxy)benzylidene-amino)benzoic acid